C(N)(=N)N1CCC(=CC1)C1=CC(=C(C(=O)NC2=C(C=C(C=C2)C=2CCN(CC2)C(N)=N)C)C=C1)C 4-(1-carbamimidoyl-1,2,3,6-tetrahydropyridin-4-yl)-N-(4-(1-carbamimidoyl-1,2,3,6-tetrahydropyridin-4-yl)-2-methylphenyl)-2-methylbenzamide